COC1=CC(=NC=N1)C1=CC=NN1 5-(6-methoxypyrimidin-4-yl)-1H-pyrazole